N-[3,5-dichloro-2-fluoro-4-(1,1,2,3,3,3-hexafluoropropoxy)phenyl]-N'-(2,6-difluorobenzoyl)urea ClC=1C(=C(C=C(C1OC(C(C(F)(F)F)F)(F)F)Cl)NC(=O)NC(C1=C(C=CC=C1F)F)=O)F